N1N=CC=C1C=1C=C(CNC(OCCC=2C(OC3=CC(=CC=C3C2C)N(CC)CC)=O)=O)C=CC1 2-(7-(diethylamino)-4-methyl-2-oxo-2H-chromen-3-yl)ethyl (3-(1H-pyrazol-5-yl)benzyl)carbamate